ClC1=NC2=NC(=C(N=C2C(=N1)Cl)C([2H])([2H])[2H])C([2H])([2H])[2H] 2,4-dichloro-6,7-bis(methyl-d3)pteridine